N-(6-(trifluoromethyl)pyridazin-3-ylmethyl)cyclopropanamine FC(C1=CC=C(N=N1)CNC1CC1)(F)F